(3-piperidinyl)-5-(1-piperidinylmethyl)-5,6-dihydro-1,4,2-dioxazine N1CC(CCC1)C1=NOCC(O1)CN1CCCCC1